C(CCCCCCC)C1=C(C=CC=C1)C1=CC(=CC=C1)C1=CC=CC=C1 octyl[1,1':3',1''-terphenyl]